FC=1C=C(C=CC1OC)C1=CN=C2N1C=CN=C2NC2=CC(=C(C=C2)C=O)C (4-((3-(3-fluoro-4-methoxyphenyl)imidazo[1,2-a]pyrazin-8-yl)amino)-2-methylphenyl)methanone